(R)-2-hydroxy-3-methoxyl-3,3-diphenyl-propionic acid O[C@@H](C(=O)O)C(C1=CC=CC=C1)(C1=CC=CC=C1)OC